COCCCCOC1=C2C(OC(C2=C(C=C1C)C)=O)(C)C1=CC=CC=C1 4-methoxybutoxy(phenyl-(methyl)-5,7-dimethylisobenzofuran-1(3H)-one)